3-(1-imidazolyl)propyllithium N1(C=NC=C1)CCC[Li]